[PH2](=O)[Fe].C1(=CC=CC=C1)PC1=CC=CC=C1 diphenylphosphine phosphinyl-iron salt